4-[3-[2,6-Dichloro-4-(1-methylpyrazol-4-yl)benzoyl]-2-oxo-1,4-dihydro-quinazolin-8-yl]-5-fluoro-2-morpholin-4-ylbenzoic acid ClC1=C(C(=O)N2C(NC3=C(C=CC=C3C2)C2=CC(=C(C(=O)O)C=C2F)N2CCOCC2)=O)C(=CC(=C1)C=1C=NN(C1)C)Cl